(R)-3-amino-2,3-dihydrothiophene 1,1-dioxide N[C@H]1CS(C=C1)(=O)=O